(Z)-6-tetradecenal C(CCCC\C=C/CCCCCCC)=O